N-ethyl-N-methyl-N'-(4-(phenylamino)naphthalen-1-yl)formimidamide C(C)N(C=NC1=CC=C(C2=CC=CC=C12)NC1=CC=CC=C1)C